benzyl 4-[2-[3-[(1R,5S)-3-(3-amino-6-chloro-pyridazin-4-yl)-3,8-diazabicyclo[3.2.1]octan-8-yl]-2-fluoro-phenoxy]ethyl]piperazine-1-carboxylate NC=1N=NC(=CC1N1C[C@H]2CC[C@@H](C1)N2C=2C(=C(OCCN1CCN(CC1)C(=O)OCC1=CC=CC=C1)C=CC2)F)Cl